COC([C@@H](NC(C(C)(C)OC1=CC=C(C=C1)C1C(C1)(Cl)Cl)=O)CC1=CC=C(C=C1)O)=O (2-(4-(2,2-dichloro-cyclopropyl)phenoxy)-2-methylpropanoyl)-L-tyrosine methyl ester